ClC1=C2C=C(N(C2=CC=C1Cl)C)C(=O)N[C@@]1(COCC1)C1=CC(=C(C(=O)OC)C=C1)CC |r| (±)-methyl 4-[3-[(4,5-dichloro-1-methyl-indole-2-carbonyl)amino] tetrahydrofuran-3-yl]-2-ethyl-benzoate